C(C)N(S(=O)(=O)NC=1C(=C(C(=O)C2=CNC3=NC=C(C=C32)C3=CC(=C(C=C3)N3CCN(CC3)C(=O)OC(C)(C)C)F)C(=CC1)F)F)C tert-butyl 4-[4-[3-[3-[[ethyl(methyl) sulfamoyl] amino]-2,6-difluoro-benzoyl]-1H-pyrrolo[2,3-b]pyridin-5-yl]-2-fluoro-phenyl]piperazine-1-carboxylate